C(C1=CC=CC=C1)C(C(C1=CC=CC=C1)=O)(O)C1=CC=CC=C1 alpha-benzylbenzoin